O1COC2=C1C=CC(=C2)C2=NOC(=N2)CSC2=NC(=NC1=CC=CC=C21)C 4-({[3-(2H-1,3-benzodioxol-5-yl)-1,2,4-oxadiazol-5-yl]methyl}sulfanyl)-2-methylquinazoline